BrC1=CC=C(C=C1)[C@H](CC(=O)O)NC(=O)OC(C)(C)C (S)-3-(4-bromophenyl)-3-((tert-butoxycarbonyl)amino)propionic acid